C(C)(C)(C)OC(NC=1C=C(C=C2C(=C(NC12)C)C(C)=O)C=1C=NC=CC1)=O (3-acetyl-2-methyl-5-(pyridin-3-yl)-1H-indol-7-yl)carbamic acid tert-butyl ester